oxazole-2-carboxylate O1C(=NC=C1)C(=O)[O-]